benzyl (3-bromopropyl)carbamate BrCCCNC(OCC1=CC=CC=C1)=O